FC(C1=CC(NC=C1)=O)(F)F 4-(trifluoromethyl)pyridin-2(1H)-one